[NH+]1=NC(=CC=C1)C1=CN=[N+](C=C1)CCS(=O)(=O)[O-] 2-(4-pyridazin-1-ium-3-ylpyridazin-1-ium-1-yl)ethanesulfonate